CC(CN1N=NC2=C1C=CC(=C2)C2=NOC(=N2)C=2SC=CC2C)(C)O 2-methyl-1-(5-(5-(3-methylthiophen-2-yl)-1,2,4-oxadiazol-3-yl)-1H-benzo[d][1,2,3]triazol-1-yl)propan-2-ol